C(C)N(C(=O)NCC(C(F)(F)F)C)[C@H](C(F)(F)F)C1=NC=C(C(=C1)C=1N=C(C=2N(C1)C=CN2)OC)OC 1-ethyl-1-((S)-2,2,2-trifluoro-1-(5-methoxy-4-(8-methoxyimidazo[1,2-a]pyrazin-6-yl)pyridin-2-yl)ethyl)-3-(3,3,3-trifluoro-2-methylpropyl)urea